ClC=1C(=CC=C2C=CC=C(C12)C1=C(C=2N=C(N=C(C2C=N1)N1C[C@@H](NCC1)CC#N)C1CC1)F)F (S)-2-(4-(7-(8-chloro-7-fluoronaphthalen-1-yl)-2-cyclopropyl-8-fluoropyrido[4,3-d]pyrimidin-4-yl)piperazin-2-yl)acetonitrile